N[C@@H](CCCNC(N)=N)C(=O)N(C([C@@H](N)CC1=CC=CC=C1)=O)C1=CC2=CC=CC=C2C=C1 phenylalanine arginyl-β-naphthylamide